isovaleryl salicylate C(C=1C(O)=CC=CC1)(=O)OC(CC(C)C)=O